C(OCl)(OCl)=O.C=C ethylene dichloro carbonate